N-((1S)-1-cycloheptyl-2-((4-(1-(ethyl(2,2,2-trifluoroethyl)amino)-1-oxopropan-2-yl)-2-fluorophenyl)amino)-2-oxoethyl)-1-ethyl-1H-pyrazole-5-carboxamide C1(CCCCCC1)[C@@H](C(=O)NC1=C(C=C(C=C1)C(C(=O)N(CC(F)(F)F)CC)C)F)NC(=O)C1=CC=NN1CC